C(C)(C)(C)OC(=O)N1C[C@H](CC1)[C@@H](C(=O)OC(C)(C)C)CC1=CC(=CC=C1)Br.CC1=NC2=C3N=C(C=CC3=CC=C2C=C1)C 2,9-dimethyl-phenanthroline tert-butyl-(R)-3-((S)-3-(3-bromophenyl)-1-(tert-butoxy)-1-oxopropane-2-yl)pyrrolidine-1-carboxylate